3-[3,4-Bis(oxan-2-yloxy)phenyl]-1-(2-hydroxyphenyl)prop-2-en-1-one O1C(CCCC1)OC=1C=C(C=CC1OC1OCCCC1)C=CC(=O)C1=C(C=CC=C1)O